S1C(=NC=C1)C=C=O 2-(thiazol-2-yl)ethenone